NCC=1C=C(CNC(=O)C2=CC3=C(OCCC4=C3SC=C4)C=C2C=2C(=NC(=CC2)C(NCCC)=O)C(=O)O)C=CC1 3-(9-((3-(aminomethyl)benzyl)carbamoyl)-4,5-dihydrobenzo[b]thieno[2,3-d]oxepin-8-yl)-6-(propylcarbamoyl)picolinic acid